(S)-3-(pyrrolidin-3-yl-2,2,3,4,4,5,5-d7)-1H-indol-4-yl dihydrogen phosphate P(=O)(OC1=C2C(=CNC2=CC=C1)[C@]1(C(NC(C1([2H])[2H])([2H])[2H])([2H])[2H])[2H])(O)O